C(C)(=O)C1=C(C(=NC(=N1)Cl)NC1C(C2CCC1CC2)C(=O)OC)F (+/-)-trans-methyl 3-((6-acetyl-2-chloro-5-fluoropyrimidin-4-yl)amino)bicyclo[2.2.2]octane-2-carboxylate